C(C1=CC=CC=C1)P(C)C Benzyldimethyl-phosphin